C1(CC1)NC1(CCCC1)CC1=C(C(=O)N)C=CC(=C1)C#CC1=CC(=NC=C1)C ((1-(cyclopropylamino)cyclopentyl)methyl)-4-((2-methylpyridin-4-yl)ethynyl)benzamide